C(CCC)C1=C(C=CC(=C1)O)OC butyl-4-hydroxyanisole